CC1=CN(C(=O)NC1=O)[C@H]2[C@@H]([C@@H]([C@H](O2)CO)O)F 2'-deoxy-2'-fluorothymidine